BrC=1C=C(C=C(C1)F)CC(=O)OCC ethyl 2-(3-bromo-5-fluorophenyl)acetate